4-(2-hydroxyethyl)piperazine-1-ethanesulfonic acid-hemisodium salt [Na+].OCCN1CCN(CC1)CCS(=O)(=O)[O-].OCCN1CCN(CC1)CCS(=O)(=O)[O-]